The molecule is a hydrate that is the tetrahydrate form of sodium glycerol 2-phosphate. It contains a sodium glycerol 2-phosphate. C(C(CO)OP(=O)([O-])[O-])O.O.O.O.O.[Na+].[Na+]